C(\C(\C)=C/C(=O)[O-])(=O)[O-].C(C1=CC=CC=C1)[N+](C1=CC=CC=C1)(C)C.C(C1=CC=CC=C1)[N+](C)(C)C1=CC=CC=C1 benzyldimethylphenylammonium citraconate